P(=O)(OC(C)(C)C)(OC(C)(C)C)OCOC1=C2C(=CNC2=CC=C1)CCN(C)C Di-tert-butyl [3-[2-(dimethylamino)ethyl]-1H-indol-4-yl]oxymethyl phosphate